C(C)(C)C1=C(C=CC=C1)C1=NC=C2NC(N(C2=N1)CC1=CC=C(C=C1)N1N=C(C=C1C)C(=O)N(C)C)=O (4-((2-(2-isopropylphenyl)-8-oxo-7,8-dihydro-9H-purin-9-yl)methyl)phenyl)-N,N,5-trimethyl-1H-pyrazole-3-carboxamide